C(#N)CN1C(N(C2=C1C=CC(=C2)S(=O)(=O)NC2(CC2)CF)C=2SC(=NN2)C)=O 1-(cyanomethyl)-N-[1-(fluoromethyl)cyclopropyl]-3-(5-methyl-1,3,4-thiadiazol-2-yl)-2-oxo-benzimidazole-5-sulfonamide